FC1=CC=C(CN2C(NC(=CC2=O)N[C@@H](C)C2=CC=C(C#N)C=C2)=O)C=C1 (S)-4-(1-((1-(4-fluorobenzyl)-2,6-dioxo-1,2,3,6-tetrahydropyrimidin-4-yl)amino)ethyl)benzonitrile